ClC=1C2=C(N=C(N1)OC[C@]13CCCN3C[C@@H](C1)F)C(=C(N=C2)C2=CC(=CC1=CC=C(C(=C21)F)F)O[Si](C(C)C)(C(C)C)C(C)C)F 4-Chloro-7-(7,8-difluoro-3-((triisopropylsilyl)oxy)naphthalen-1-yl)-8-fluoro-2-(((2R,7aS)-2-fluorotetrahydro-1H-pyrrolizin-7a(5H)-yl)methoxy)pyrido[4,3-d]pyrimidine